tert-Butyl (S)-2-((2S,3S)-5-chloro-6-fluoro-3-methyl-2-phenyl-4-(4,4,5,5-tetramethyl-1,3,2-dioxaborolan-2-yl)-2,3-dihydrobenzofuran-2-yl)pyrrolidine-1-carboxylate ClC=1C(=CC2=C([C@@H]([C@](O2)(C2=CC=CC=C2)[C@H]2N(CCC2)C(=O)OC(C)(C)C)C)C1B1OC(C(O1)(C)C)(C)C)F